N1C=CC2=CC=C(C=C12)CNC1=NC2=CC=C(C=C2N=C1)C N-[(1H-indol-6-yl)methyl]-6-methylquinoxalin-2-amine